[2-[5-[(1S)-1-aminoethyl]-3-(methylamino)-1,2,4-triazol-1-yl]thiazol-5-yl]-morpholino-methanone N[C@@H](C)C1=NC(=NN1C=1SC(=CN1)C(=O)N1CCOCC1)NC